NCCNC(=O)NCCCNC(C1=C(C=C(C=C1)NC=1C=2N(C=CN1)C(=CN2)C=2C(=NNC2)C(F)(F)F)CC)=O N-[3-(2-aminoethylcarbamoylamino)propyl]-2-ethyl-4-[[3-[3-(trifluoromethyl)-1H-pyrazol-4-yl]imidazo[1,2-a]pyrazin-8-yl]amino]benzamide